C1(CC1)C1=NC=CC(=C1)NC1=NC(=NC(=N1)NC(C)C)C1=NC(=CC=C1)C(F)(F)F (2-Cyclopropyl-pyridin-4-yl)-N'-isopropyl-6-(6-trifluoromethyl-pyridin-2-yl)-[1,3,5]triazine-2,4-diamine